C(C)(C)(C)OC(=O)N[C@H](C(=O)O)CCC=C (2S)-2-(tert-butoxycarbonylamino)hex-5-enoic acid